COC=1C=C(OC2=C(C=CC=C2)/C(/C(=O)OC)=C\OC)C=CC1 methyl (E)-2-[2-(3-methoxyphenoxy) phenyl]-3-methoxyacrylate